(1R,5S,6r)-6-(1-ethyl-3-(5-(trifluoromethyl)pyridin-3-yl)-1H-pyrazol-5-yl)bicyclo[3.1.0]hexan-3-one C(C)N1N=C(C=C1C1[C@H]2CC(C[C@@H]12)=O)C=1C=NC=C(C1)C(F)(F)F